(3S)-3-(1,4-dimethyl-1H-benzotriazol-5-yl)-3-(7-{[(2R,5S)-2-ethyl-5-methyl-2,3-dihydropyrido[2,3-f][1,4]oxazepin-4(5H)-yl]methyl}-2,3-dihydro-1H-inden-5-yl)-2,2-dimethylpropanoic acid CN1N=NC2=C1C=CC(=C2C)[C@@H](C(C(=O)O)(C)C)C=2C=C1CCCC1=C(C2)CN2C[C@H](OC1=C([C@@H]2C)N=CC=C1)CC